OC=1C=C(C(=O)O)C(=CN1)OC 2-hydroxy-5-methoxyisonicotinic acid